6-phosphogluconic acid 2-ethylhexyl ester C(C)C(COC(=O)[C@H](O)[C@@H](O)[C@H](O)[C@H](O)COP(=O)(O)O)CCCC